5-[(4R,10bS)-8-(6-amino-1,4-oxaazepan-4-yl)-4-methyl-3,4,6,10b-tetrahydro-1H-pyrazino[2,1-a]isoindol-2-yl]quinoline-8-carbonitrile NC1CN(CCOC1)C=1C=C2CN3[C@@H](C2=CC1)CN(C[C@H]3C)C3=C1C=CC=NC1=C(C=C3)C#N